(2R,3R,4R)-2-(6-((3-iodobenzyl)amino)-2-(prop-1-yn-1-yl)-8-(thiophen-2-yl)-9H-purin-9-yl)tetrahydrofuran-3,4-diol IC=1C=C(CNC2=C3N=C(N(C3=NC(=N2)C#CC)[C@@H]2OC[C@H]([C@H]2O)O)C=2SC=CC2)C=CC1